trimethyl-(methacrylamide) ammonium chloride [Cl-].[NH4+].CC(C(C(=O)N)=C)(C)C